2-(2-Fluoro-4-(6-(3-methylbenzyloxy)pyridin-2-yl)benzyl)-1-((tetrahydrofuran-2-yl)methyl)-1H-benzo[d]imidazol FC1=C(CC2=NC3=C(N2CC2OCCC2)C=CC=C3)C=CC(=C1)C1=NC(=CC=C1)OCC1=CC(=CC=C1)C